CC(CCC(C)C)NC1=CC=C(C=C1)NC(CCC(C)C)C bis(1,4-dimethyl-amyl)-p-phenylenediamine